CO[C@@]12C=3C=CC=C4N(C=C(C[C@H]1N(CC(C2)CO)C)C34)C 10-methoxy-1,6-dimethyl-ergoline-8-methanol